1-(tert-butyl) 2-methyl (2S,4R)-2-(2-(chloromethyl) allyl)-4-hydroxypyrrolidine-1,2-dicarboxylate ClCC(C[C@@]1(N(C[C@@H](C1)O)C(=O)OC(C)(C)C)C(=O)OC)=C